NC1=C(C=C(C=N1)C=1C=C2N(N1)CC[C@]21CN(CC1)C(=O)NC1CCC1)O[C@H](C)C1=NC(=CC=C1)C (3R)-2'-{6-amino-5-[(1R)-1-(6-methylpyridin-2-yl)ethoxy]pyridin-3-yl}-N-cyclobutyl-5',6'-dihydrospiro[pyrrolidine-3,4'-pyrrolo[1,2-b]pyrazole]-1-carboxamide